C(C)(C)(C)NCCOCCO 2-(2-t-butylaminoethoxy)ethanol